(E)-2-hydroxy-5-(4-(3-hydroxypyrrolidin-1-yl)styryl)-3-methoxybenzaldehyde OC1=C(C=O)C=C(C=C1OC)\C=C\C1=CC=C(C=C1)N1CC(CC1)O